OCCC(C(=O)O[C@@H]1CN(CC1)C1=NC(=NC(=C1)C1=CC(=C(C=C1)N1CCOCC1)[N+](=O)[O-])C=1C=NC=CC1)(CCCCCC)NCCCCCCCC(=O)OCC(CCCCCCC)C (S)-1-(6-(4-morpholino-3-nitrophenyl)-2-(pyridin-3-yl)pyrimidin-4-yl)pyrrolidin-3-ol (2-hydroxyethyl)(8-((2-methylnonyl)oxy)-8-oxooctyl)aminooctanoate